CCCCCCOC(=O)C1=CC=CC=C1C(=O)C2=CC=C(C=C2)O hydroxybenzoyl hexyl benzoate